BrC=1C=C(O[C@H]2C[C@H](N(C2)C(=O)OC(C)(C)C)C=2N=NN(N2)CCCN2C(C3=CC=CC=C3C2=O)=O)C=CC1 tert-butyl (2S,4S)-4-(3-bromophenoxy)-2-[2-[3-(1,3-dioxoisoindolin-2-yl)propyl]tetrazol-5-yl]pyrrolidine-1-carboxylate